C(C1=CC=CC=C1)OC1=NN2C(C=CC=C2)=C1C(=O)NC1=C(C=C(C=C1)OC1=CC=CC=C1)C 2-(Benzyloxy)-N-(2-methyl-4-phenoxyphenyl)pyrazolo[1,5-a]pyridine-3-carboxamide